4-chloro-2-(8-(methylsulfonyl)-2,8-diazaspiro[4.5]dec-2-yl)benzaldehyde ClC1=CC(=C(C=O)C=C1)N1CC2(CC1)CCN(CC2)S(=O)(=O)C